N-[4-chloro-3-(trifluoromethyl)phenyl]-4,5,6,7-tetrahydrothieno[2,3-c]pyridine-3-carboxamide ClC1=C(C=C(C=C1)NC(=O)C1=CSC=2CNCCC21)C(F)(F)F